ClC1=CC=C(C=C1)C1=C(C=C(C=C1)N1CCN(CC1)C(=O)OC(C)(C)C)C=O tert-butyl 4-(4'-chloro-2-formyl-[1,1'-biphenyl]-4-yl)piperazine-1-carboxylate